5-(((3S,4R)-3-fluoropiperidin-4-yl)oxy)-2-methoxypyridine F[C@H]1CNCC[C@H]1OC=1C=CC(=NC1)OC